NC=1N=C(C2=C(N1)C=C(S2)I)NC2CCC(CC2)O 4-((2-amino-6-iodothieno[3,2-d]pyrimidin-4-yl)amino)cyclohexanol